FC(C(OC(C)C)OC(C)C)(C(C)(F)F)F 2,2,3,3-tetrafluorodiisopropoxybutane